IC1=CC=C(C(=O)C(=O)O)C=C1 4-iodobenzoyl-formic acid